CC(CCC1CCC(CC1)O)(C)NC[C@H](O)C1=C(C=CC=C1)F (R)-2-{1,1-dimethyl-3-[(1s,4R)-4-hydroxycyclohexyl]propylamino}-1-(o-fluorophenyl)-1-ethanol